FC(CN1C=NC(=C1C=1C=CC=2N(C1)C(=CN2)C#N)C2=C(C=C(C=C2)F)F)F 6-(1-(2,2-difluoroethyl)-4-(2,4-difluoro-phenyl)-1H-imidazol-5-yl)imidazo[1,2-a]pyridine-3-carbonitrile